BrC=1N=NN(C1C)C1CCN(CC1)C#N 4-(4-bromo-5-methyl-1,2,3-triazol-1-yl)piperidine-1-carbonitrile